1-{[(2s,4r)-4-ethyl-4-fluoro-5-oxopyrrolidin-2-yl]methoxy}-7-(prop-2-yloxy)isoquinoline-6-carboxamide C(C)[C@]1(C[C@H](NC1=O)COC1=NC=CC2=CC(=C(C=C12)OC(C)C)C(=O)N)F